C1C2N(CCN1C1=NC3=C(N1C(=O)NCCCC1=CC=CC=C1)C=CC=C3)CCC2 (Hexahydropyrrolo[1,2-a]pyrazin-2(1H)-yl)-N-(3-phenylpropyl)-1H-benzo[d]imidazole-1-carboxamide